1-[5-(pyridin-4-yl)-1H-pyrazole-3-carbonyl]-N-[(1s,4s)-4-methylcyclohexyl]piperidine-4-carboxamide N1=CC=C(C=C1)C1=CC(=NN1)C(=O)N1CCC(CC1)C(=O)NC1CCC(CC1)C